OCCCC1=C(C=CC(=C1)C(C)C)C(=O)C1=C(C=C(C=C1)C(C)C)CCCO 3-hydroxypropyl-p-isopropylphenyl ketone